CC1=NN(C2=NC=C(C=C21)NC(C=C)=O)CC=2SC(=CC2)C(F)(F)F N-(3-methyl-1-((5-(trifluoromethyl)thiophen-2-yl)methyl)-1H-pyrazolo[3,4-b]pyridin-5-yl)acrylamide